CN1C(=NN=C1)S[C@@H](C)C=1C=C(C=CC1)C1=NNC2=CC=CC=C12 (S)-3-(3-(1-((4-methyl-4H-1,2,4-triazol-3-yl)thio)ethyl)phenyl)-1H-indazole